3,5-di-tert-butyl-4-hydroxy-benzyl propionate C(CC)(=O)OCC1=CC(=C(C(=C1)C(C)(C)C)O)C(C)(C)C